[Al].[Cd] cadmium-aluminum